C(C)(C)(C)OC(=O)N1CCC12C(CNCC2)N2NC1=NN3C(C=CC(=C3)OCC)=C1C2 5-(6-ethoxy-1H-pyrazolo[3',4':3,4]pyrazolo[1,5-a]pyridin-2-yl)-1,7-diazaspiro[3.5]nonane-1-carboxylic acid tert-butyl ester